(2S,5S)-7-fluoro-2,3,4,5-tetrahydro-2,5-methanobenzo[f][1,4]oxazepine-9-carbonitrile FC=1C=C(C2=C([C@H]3NC[C@@H](O2)C3)C1)C#N